COC=1C(=CC(=NC1)C(=O)O)\C=C\C1CCC(CC1)C(F)(F)F (E)-5-methoxy-4-(2-(4-(trifluoromethyl)cyclohexyl)vinyl)picolinic acid